(5'S,7a'R)-5'-(3,5-difluorophenyl)-1-(1-ethyl-1H-pyrazole-5-carbonyl)tetrahydro-3'H-spiro[piperidine-4,2'-pyrrolo[2,1-b][1,3]oxazol]-3'-one FC=1C=C(C=C(C1)F)[C@@H]1CC[C@H]2OC3(C(N21)=O)CCN(CC3)C(=O)C3=CC=NN3CC